(Z)-2-cyano-N-(4-(N-(2-(diethylamino)-2-oxoethyl)sulfamoyl)phenyl)-3-hydroxy-3-(5-methylisoxazol-4-yl)acrylamide C(#N)/C(/C(=O)NC1=CC=C(C=C1)S(NCC(=O)N(CC)CC)(=O)=O)=C(\C=1C=NOC1C)/O